methylbutenyl sulfide CSC=CCC